N1CC=CC1 1,5-dihydro-2H-pyrrol